2-Hydroxyvaleric acid OC(C(=O)O)CCC